tert-butyl-[1-(2,6-difluorophenyl)but-3-enyloxy]-dimethyl-silane C(C)(C)(C)[Si](C)(C)OC(CC=C)C1=C(C=CC=C1F)F